tert-butyl 2-(3-fluoro-4-(7-((tetrahydro-2H-pyran-3-yl)carbamoyl)benzo[d]imidazo[2,1-b]thiazol-2-yl)phenyl)pyrrolidine-1-carboxylate FC=1C=C(C=CC1C=1N=C2SC3=C(N2C1)C=CC(=C3)C(NC3COCCC3)=O)C3N(CCC3)C(=O)OC(C)(C)C